[Si](C)(C)(C(C)(C)C)OCC(=O)C1CCOCC1 2-[(tert-Butyldimethylsilyl)oxy]-1-(oxacyclohexane-4-yl)ethan-1-one